7-fluoro-4-(prop-1-en-2-yl)-2-(o-tolyl)-3,4-dihydroisoquinolin-1(2H)-one FC1=CC=C2C(CN(C(C2=C1)=O)C1=C(C=CC=C1)C)C(=C)C